(3R)-3-amino-7-(5-tert-butyl-1,2,4-oxadiazol-3-yl)-8-fluoro-5-[(4-fluorophenyl)methyl]-1,1-dioxo-2,3-dihydro-1λ6,5-benzothiazepin-4-one N[C@H]1CS(C2=C(N(C1=O)CC1=CC=C(C=C1)F)C=C(C(=C2)F)C2=NOC(=N2)C(C)(C)C)(=O)=O